ammonium tridecyl phosphate P(=O)(OCCCCCCCCCCCCC)([O-])[O-].[NH4+].[NH4+]